5-(5-(1-((1S,2S,3S,5R)-2-fluoro-1-methyl-8-azabicyclo[3.2.1]octan-3-yl)vinyl)-1,3,4-thiadiazol-2-yl)-2-(1H-imidazol-1-yl)pyridin-4-ol F[C@@H]1[C@@]2(CC[C@H](C[C@H]1C(=C)C1=NN=C(S1)C=1C(=CC(=NC1)N1C=NC=C1)O)N2)C